2-amino-N-(6-methoxypyridazin-3-yl)-4-nitrobenzamide NC1=C(C(=O)NC=2N=NC(=CC2)OC)C=CC(=C1)[N+](=O)[O-]